BrC=1C=C(C=NC1)N1C(N(C2=C(C1=O)SC(=C2)C2=C(C=CC=C2)Cl)CCC#N)=O 3-[3-(5-bromo-3-pyridyl)-6-(2-chlorophenyl)-2,4-dioxo-thieno[3,2-d]pyrimidin-1-yl]propanenitrile